2-[(2-aminoethoxy)methyl]-4-(2-chlorophenyl)-1,4-dihydro-6-methyl-3,5-pyridinedicarboxylic acid 3-ethyl 5-methyl ester COC(=O)C=1C(C(=C(NC1C)COCCN)C(=O)OCC)C1=C(C=CC=C1)Cl